C(CCCCCCC)C(CC1=C(C2=CC=CC=C2C=C1)CC(CCCCCCCCCC)CCCCCCCC)CCCCCCCCCC bis(2-octyldodecyl)-naphthalene